C(C)(=O)O[C@@H]1[C@H](O[C@H]([C@@H]1OC(C)=O)N1C(NC(C=C1)=O)=O)CCC(=O)O.C(C)(=O)O.C(C)(=O)O.C(C)(=O)O.[C@@H]1([C@H](O)[C@H](O)[C@@H](CO)O1)N1C(=O)NC(=O)C=C1 uridine triacetate ([(2R,3R,4R,5R)-3,4-diacetyloxy-5-(2,4-dioxopyrimidin-1-yl)oxolan-2-yl]methyl-acetate)